2-chloro-6-fluoro-N-((R)-1-((trans)-4-(6-fluoroquinolin-4-yl)cyclohexyl)propan-2-yl)quinazolin-4-amine ClC1=NC2=CC=C(C=C2C(=N1)N[C@@H](C[C@@H]1CC[C@H](CC1)C1=CC=NC2=CC=C(C=C12)F)C)F